NC1(CCN(CC1)C1=CC=C(CN1)C1=CC2=C(N=C(S2)C)C=C1)C1=C(C=C(C=C1)F)F 6-(4-amino-4-(2,4-difluorophenyl)piperidin-1-yl)-3-(2-methylbenzo[d]thiazol-6-yl)-1H-pyridine